(4-amino-3,5-difluorophenyl)(8-(4-chloro-6-ethyl-1-methyl-1H-benzo[d]imidazol-5-yl)indolizin-3-yl)methanone NC1=C(C=C(C=C1F)C(=O)C1=CC=C2C(=CC=CN12)C1=C(C2=C(N(C=N2)C)C=C1CC)Cl)F